5-[pentadeca-8,11-dienyl]-benzene-1,3-diol C(CCCCCCC=CCC=CCCC)C=1C=C(C=C(C1)O)O